N-(4-((5-(4-(1H-pyrazol-1-yl)phenyl)-1H-pyrazol-3-yl)amino)-3-methylphenyl)-3-morpholinopropanamide N1(N=CC=C1)C1=CC=C(C=C1)C1=CC(=NN1)NC1=C(C=C(C=C1)NC(CCN1CCOCC1)=O)C